3-hydroxyl-quinazoline ON1CN=C2C=CC=CC2=C1